C(CCCCCCCCCCCCC)OS(=O)(=O)CCC[NH+](C)C.N[C@H](C(=O)N(C)[C@@H]([C@@H](C1=CC=CC=C1)O)C)CC1=CC(=CC=C1)SC (S)-2-amino-N-[(1R,2R)-1-hydroxy-1-phenylpropane-2-yl]-N-methyl-3-(3-methylthiophenyl)propanamide n-tetradecyl-N,N-dimethyl-3-ammonio-1-propanesulfonate